FC1(CCC(CC1)NC(OC(C)(C)C)=O)C=1SC=NN1 tert-butyl (4-fluoro-4-(1,3,4-thiadiazol-2-yl)cyclohexyl)carbamate